methyl (S)-4-(4-(5-((9-methyl-5,5-dioxido-11-oxo-10,11-dihydrodibenzo[b,f][1,4]thiazepine-8-carboxamido)methyl)thiazol-2-yl)benzyl)morpholine-3-carboxylate CC1=C(C=CC=2S(C3=C(C(NC21)=O)C=CC=C3)(=O)=O)C(=O)NCC3=CN=C(S3)C3=CC=C(CN2[C@@H](COCC2)C(=O)OC)C=C3